C(#N)C=1C(=CC=NC1)OC 5-cyano-4-methoxypyridin